Tert-butyl 4-(4-chloro-3-(trifluoromethyl)phenyl)piperidine-1-carboxylate ClC1=C(C=C(C=C1)C1CCN(CC1)C(=O)OC(C)(C)C)C(F)(F)F